1-benzyl-N-(2-chloro-4-(methylsulfonyl)benzyl)piperidine-4-carboxamide C(C1=CC=CC=C1)N1CCC(CC1)C(=O)NCC1=C(C=C(C=C1)S(=O)(=O)C)Cl